O1CC[C@H](C2=CC=CC=C12)NC(=O)[C@@H]1CC[C@H]2N1C([C@H](CNCC2)NC([C@H](C)N(C(OC(C)(C)C)=O)C)=O)=O tert-butyl ((S)-1-(((5S,8S,10aR)-8-(((R)-chroman-4-yl)carbamoyl)-6-oxodecahydropyrrolo[1,2-a][1,5]diazocin-5-yl)amino)-1-oxopropan-2-yl)(methyl)carbamate